2-(3,5-dimethylisoxazol-4-yl)acrylic acid CC1=NOC(=C1C(C(=O)O)=C)C